5-(cyclopentyloxy)-2-methylbenzohydrazide C1(CCCC1)OC=1C=CC(=C(C(=O)NN)C1)C